5-(cyclopropylmethyl)-1H-1,2,3,4-tetrazole C1(CC1)CC1=NN=NN1